(R)-2-(3'-(2-(difluoromethyl)-7-((3-hydroxypyrrolidin-1-yl)methyl)pyrido[3,2-d]pyrimidin-4-ylamino)-2,2'-dimethylbiphenyl-3-yl)-5-formylbenzo[d]oxazole-7-carbonitrile FC(C=1N=C(C2=C(N1)C=C(C=N2)CN2C[C@@H](CC2)O)NC=2C(=C(C=CC2)C2=C(C(=CC=C2)C=2OC1=C(N2)C=C(C=C1C#N)C=O)C)C)F